Cl.C(C)(=O)C1(CC=2C(=C3C(C=4C=CC=C(C4C(C3=C(C2C(C1)O[C@H]1C[C@@H]([C@H](O)[C@@H](O1)C)N)O)=O)OC)=O)O)O 8-Acetyl-10-((3-amino-2,3,6-trideoxy-alpha-L-lyxo-hexopyranosyl)oxy)-7,8,9,10-tetrahydro-6,8,11-trihydroxy-1-methoxy-5,12-naphthacenedione hydrochloride